undecylene glycol C(CCCCCCCCCCO)O